methyl 2-(6-acetyl-1-tert-butoxycarbonyl-7-fluoro-indol-2-yl)-7-methoxy-1-methyl-benzimidazole-5-carboxylate C(C)(=O)C1=CC=C2C=C(N(C2=C1F)C(=O)OC(C)(C)C)C1=NC2=C(N1C)C(=CC(=C2)C(=O)OC)OC